(5R,8S)-1-fluoro-10-(4-methoxyphenyl)-6,7,8,9-tetrahydro-5H-5,8-epiminocyclohepta[c]pyridin-4-yl trifluoromethanesulfonate FC(S(=O)(=O)OC=1C2=C(C(=NC1)F)C[C@@H]1CC[C@H]2N1C1=CC=C(C=C1)OC)(F)F